[Cl-].[Cl-].C1(=CC=CC=C1)C(C1=CC=CC=C1)=[Zr+2](C1C=CC2=CC=CC=C12)C1C=CC=C1 diphenylmethylene-cyclopentadienyl-indenyl-zirconium dichloride